S1C(=CC=C1)OC(=CC(=O)N)OC=1SC=CC1 dithiophenoxyacrylamide